O\N=C\C=1C=C2CN(CC2=CC1)C(=O)OC(C)(C)C tert-butyl (E)-5-((hydroxyimino)methyl)isoindoline-2-carboxylate